n-tridecyl palmitate C(CCCCCCCCCCCCCCC)(=O)OCCCCCCCCCCCCC